BrC1=C(C(=CC(=C1)C(C)(C)C)Br)Cl 2,6-dibromo-4-tert-butylchlorobenzene